phenyl-(p-methyl-phenylthio)acetylene C1(=CC=CC=C1)C#CSC1=CC=C(C=C1)C